1-Cyclopropyl-6-(2'-methoxy-4'-methyl-3,4,5,6-tetrahydro-2H-[1,3']bipyridinyl-4-yl)-7-methyl-4-(2-trifluoromethyl-benzyl)-1,4,6,7-tetrahydro-pyrazolo[4,3-d]pyrimidin-5-one C1(CC1)N1N=CC=2N(C(N(C(C21)C)C2CCN(CC2)C=2C(=NC=CC2C)OC)=O)CC2=C(C=CC=C2)C(F)(F)F